ClC1=CNC2=NC=C(C=C21)[N+](=O)[O-] 3-chloro-5-nitro-1H-pyrrolo[2,3-b]pyridine